2-benzyl 1-tert-butyl (2S,4R)-4-[tert-butoxycarbonyl(methyl)amino]-2-[4-(4,4,5,5-tetramethyl-1,3,2-dioxaborolan-2-yl)butyl]pyrrolidine-1,2-dicarboxylate C(C)(C)(C)OC(=O)N([C@@H]1C[C@](N(C1)C(=O)OC(C)(C)C)(C(=O)OCC1=CC=CC=C1)CCCCB1OC(C(O1)(C)C)(C)C)C